CC(C)(COP(=O)([O-])OP(=O)([O-])OC[C@@H]1[C@H]([C@H]([C@@H](O1)N2C=NC3=C(N=CN=C32)N)O)OP(=O)([O-])[O-])[C@H](C(=O)NCCC(=O)NCCSC(=O)C/C=C\\CC(=O)[O-])O The molecule is pentaanion of cis-3,4-didehydroadipoyl-CoA arising from deprotonation of phosphate, diphosphate and carboxylic acid functions. It is a conjugate base of a cis-3,4-didehydroadipoyl-CoA.